C(C(C)C)OC(=O)NC1=C(N=NN1C)C1=CC=C(C=N1)O[C@@H]1C[C@H](CCC1)C(=O)O (1S,3S)-3-((6-(5-((isobutoxy-carbonyl)amino)-1-methyl-1H-1,2,3-triazol-4-yl)pyridin-3-yl)oxy)cyclohexane-1-carboxylic acid